n-pentyltri(n-propoxy)silane C(CCCC)[Si](OCCC)(OCCC)OCCC